tert-butyl (S)-4-(2-((5-(2-(2-methylazetidin-1-yl)-6-(trifluoromethyl)pyrimidin-4-yl)pyridin-2-yl)oxy)acetyl)piperazin-1-carboxylate C[C@@H]1N(CC1)C1=NC(=CC(=N1)C=1C=CC(=NC1)OCC(=O)N1CCN(CC1)C(=O)OC(C)(C)C)C(F)(F)F